1-(2,2,2-trifluoroethyl)-1H-pyrazolo[4,3-b]pyridine-3-carboxylic acid FC(CN1N=C(C2=NC=CC=C21)C(=O)O)(F)F